BrC=1C(=C(C=C(C1)C)C(CC)=O)O 1-(3-bromo-2-hydroxy-5-methyl-phenyl)propan-1-one